C(#N)[C@H](CC=1SC(=CC1)C=1C=CC2=C(N(C(O2)=O)C)C1)NC(=O)[C@H]1OCCCN(C1)C(=O)OC(C)(C)C tert-butyl (S)-2-(((S)-1-cyano-2-(5-(3-methyl-2-oxo-2,3-dihydrobenzo[d]oxazol-5-yl)thiophen-2-yl)ethyl)carbamoyl)-1,4-oxazepane-4-carboxylate